ClC1=CC=C(CNC(=O)C=2C(=NC=3C=CN(C(C3C2)=O)CC2OCC2)C)C=C1 N-(4-chlorobenzyl)-2-methyl-6-(oxetan-2-ylmethyl)-5-oxo-5,6-dihydro-1,6-naphthyridine-3-carboxamide